NC1=NC(=C(C(=N1)C)CC=1C=C(C=CC1OC)CC(=O)O)NC(CCS(=O)(=O)C)CCCC 2-(3-((2-amino-4-methyl-6-((1-(methylsulfonyl)hept-3-yl)amino)pyrimidin-5-yl)methyl)-4-methoxyphenyl)acetic acid